NC(CN1N=CC(=C1NC(CC(C)(C)C)=O)C1=CC=CC=C1)=O N-(1-(2-amino-2-oxoethyl)-4-phenyl-1H-pyrazol-5-yl)-3,3-dimethylbutanamide